ClC=1C=C(C(=O)NC2=NC=C(C=C2)C2(CCC2)C(NCCC(F)(F)F)=O)C=CC1 3-chloro-N-(5-{1-[(3,3,3-trifluoropropyl)carbamoyl]cyclobutyl}pyridin-2-yl)benzamide